C(C#CCC)(=O)[O-] pentynoate